C(C)(=O)[O-].C(C)[NH+]1C(=CC=C1)CC 1,2-Diethylpyrrolium acetat